N-((S)-1-amino-1-oxo-3-((S)-2-oxopiperidin-3-yl)propan-2-yl)-2,2-difluoro-6-(4-methoxy-1H-indole-2-carbonyl)-6-azaspiro[3.4]octane-7-carboxamide NC([C@H](C[C@H]1C(NCCC1)=O)NC(=O)C1N(CC2(CC(C2)(F)F)C1)C(=O)C=1NC2=CC=CC(=C2C1)OC)=O